(6S)-6-[2-Chloro-3-(4-fluoro-anilino)phenyl]-2-imino-6-methyl-3-(tetrahydropyran-4-yl)hexahydropyrimidin-4-one ClC1=C(C=CC=C1NC1=CC=C(C=C1)F)[C@@]1(CC(N(C(N1)=N)C1CCOCC1)=O)C